1-bromo-3,6-dichlorocarbazole BrC1=CC(=CC=2C3=CC(=CC=C3NC12)Cl)Cl